(3R)-3-(5-chloro-2-methoxyphenyl)-3-methyl-6-(trifluoromethyl)-1H-pyrrolo[2,3-b]pyridin-2(3H)-one ClC=1C=CC(=C(C1)[C@@]1(C(NC2=NC(=CC=C21)C(F)(F)F)=O)C)OC